FC(C1=NC=C(C=N1)C=1C=C2C=3CCCC(C3NC2=CC1)=O)(F)F 6-(2-(trifluoromethyl)pyrimidin-5-yl)-2,3,4,9-tetrahydro-1H-carbazol-1-one